5-methyl-2-((2-oxo-2,3-dihydrobenzo[d]oxazol-6-yl)methyl)isoindoline-1,3-dione CC=1C=C2C(N(C(C2=CC1)=O)CC1=CC2=C(NC(O2)=O)C=C1)=O